(4-(7-(3'-((3-(((R)-3-hydroxypyrrolidin-1-yl)methyl)-1,7-naphthyridin-8-yl)amino)-2,2'-dimethyl-[1,1'-biphenyl]-3-yl)-[1,2,4]triazolo[4,3-a]pyridin-3-yl)benzyl)-D-proline O[C@H]1CN(CC1)CC=1C=NC2=C(N=CC=C2C1)NC=1C(=C(C=CC1)C1=C(C(=CC=C1)C1=CC=2N(C=C1)C(=NN2)C2=CC=C(CN1[C@H](CCC1)C(=O)O)C=C2)C)C